6-((1H-pyrazol-3-yl)sulfonyl)-2-((6-methoxypyridin-3-yl)methyl)phthalazin-1(2H)-one N1N=C(C=C1)S(=O)(=O)C=1C=C2C=NN(C(C2=CC1)=O)CC=1C=NC(=CC1)OC